C(C)(C)(C)OOC(=O)N(C=1N(C=C(N1)C1=CC=C(OC[C@H](C(=O)OC(C)(C)C)O[Si](C)(C)C(C)(C)C)C=C1)CCCNC(=O)OC(C)(C)C)C(=O)OOC(C)(C)C (R)-tert-butyl 3-(4-(2-(bis(tert-butoxycarboxyl)amino)-1-(3-((tert-butoxycarbonyl)-amino)propyl)-1H-imidazol-4-yl)phenoxy)-2-((tert-butyldimethylsilyl)oxy)propanoate